N-((1r,3r)-3-(3-chloro-4-cyanophenoxy)-2,2,4,4-tetramethylcyclobutyl)-6-(4-(4-(2,4-dioxotetrahydropyrimidin-1(2H)-yl)-2-fluorobenzyl)piperazin-1-yl)nicotinamide ClC=1C=C(OC2C(C(C2(C)C)NC(C2=CN=C(C=C2)N2CCN(CC2)CC2=C(C=C(C=C2)N2C(NC(CC2)=O)=O)F)=O)(C)C)C=CC1C#N